pent-4-yn-1-yl-L-glutamic acid C(CCC#C)N[C@@H](CCC(=O)O)C(=O)O